N[C@H]1[C@H](CN(CC1)C1=C(C(=C(C(=N1)S[C@H](C(=O)N)C1=CC=CC=C1)C#N)CC)C#N)F (S)-2-((6-((3S,4R)-4-amino-3-fluoropiperidin-1-yl)-3,5-dicyano-4-ethylpyridin-2-yl)thio)-2-phenylacetamide